1-tert-butoxycarbonyl-4-(methoxycarbonylmethyl)piperidine C(C)(C)(C)OC(=O)N1CCC(CC1)CC(=O)OC